C[C@H]1CCC(NC1)C=1C=CC2=C(N=C(O2)C)C1 (5S)-5-methyl-2-(2-methyl-1,3-benzoxazol-5-yl)piperidine